C1(CC2C(CC1)O2)CC[Si](OC)(OC)C β-(3,4-epoxycyclohexyl)ethyl-methyldimethoxysilane